(S)-4-chloro-2-(4-(cyclopropyl(5-ethoxypyrazin-2-yl)amino)phenyl)-5-(((3-fluorotetrahydro-2H-pyran-3-yl)methyl)amino)pyridazin-3(2H)-one ClC=1C(N(N=CC1NC[C@@]1(COCCC1)F)C1=CC=C(C=C1)N(C1=NC=C(N=C1)OCC)C1CC1)=O